C=1(C(=CC=C(C1)C(=O)O)C(=O)O)C(=O)O 1,2,5-benzenetricarboxylic acid